C[N+](CC)(C)C trimethyleth-1-ylammonium